8-(benzyloxy)-5-(2-bromoacetyl)quinolin-2(1H)-one C(C1=CC=CC=C1)OC=1C=CC(=C2C=CC(NC12)=O)C(CBr)=O